2,4,5-trichloro-benzotrifluoride ClC1=C(C=C(C(=C1)Cl)Cl)C(F)(F)F